C(CCC)N1C=CC=2C1=NC(=CC2)NC2=C(C=CC=C2C)C 1-butyl-N-(2,6-dimethylphenyl)-1H-pyrrolo[2,3-b]pyridin-6-amine